4-[(2R,3R)-2-methylazetidin-3-yl]morpholine hydrochloride Cl.C[C@H]1NC[C@H]1N1CCOCC1